1-(4-chlorobenzyl)-3-((2R,4r,6R)-6-(4-(2-hydroxy-2-methylpropyl)piperazine-1-carbonyl)spiro[3.3]heptan-2-yl)urea ClC1=CC=C(CNC(=O)NC2CC3(C2)CC(C3)C(=O)N3CCN(CC3)CC(C)(C)O)C=C1